2-(2-methoxy-4-methyl-phenoxy)-N-(3-methylsulfonylphenyl)-5-(trifluoromethyl)pyridine-3-carboxamide COC1=C(OC2=NC=C(C=C2C(=O)NC2=CC(=CC=C2)S(=O)(=O)C)C(F)(F)F)C=CC(=C1)C